3-((3-chlorobenzyl)amino)-5-(2-chlorophenoxy)-4H-benzo[e][1,2,4]thiadiazine 1,1-dioxide ClC=1C=C(CNC2=NS(C3=C(N2)C(=CC=C3)OC3=C(C=CC=C3)Cl)(=O)=O)C=CC1